2-[(2-amino-4-bromo-phenyl)methyl-methyl-amino]acetic acid NC1=C(C=CC(=C1)Br)CN(CC(=O)O)C